4,4'-methylenebis-(2-methyl-6-isopropylaniline) C(C1=CC(=C(N)C(=C1)C(C)C)C)C1=CC(=C(N)C(=C1)C(C)C)C